[Pb](Cl)Cl.CN Methylamine lead chloride